tert-butyl 2-(6-{5-chloro-2-[(oxan-4-yl)amino]pyrimidin-4-yl}-1-oxo-2,3-dihydro-1H-isoindol-2-yl)-2-methylpropanoate ClC=1C(=NC(=NC1)NC1CCOCC1)C1=CC=C2CN(C(C2=C1)=O)C(C(=O)OC(C)(C)C)(C)C